OC[C@@H]1N(CCC1)C(=O)OC(C)(C)C |r| racemic-tert-butyl 2-(hydroxymethyl)pyrrolidine-1-carboxylate